OCCOCCN1CCOCC1 [2-(2-hydroxyethoxy)ethyl]morpholine